N1(CCC1)CC1CN(CC(C1)C=1C=NNC1)C1=NC(=NC=C1)C1=CN=C2N1C=C(N=C2)C(F)(F)F 3-(4-(3-(Azetidin-1-ylmethyl)-5-(1H-pyrazol-4-yl)piperidin-1-yl)pyrimidin-2-yl)-6-(trifluoromethyl)imidazo[1,2-a]pyrazine